C(#N)C1(CC1)NS(=O)(=O)C=1C=C(C=2N(C1)C(=NN2)C=2SC(=NN2)C(F)F)C2=CC(CC2)C2=CC=NN2C N-(1-cyanocyclopropyl)-3-(5-(difluoromethyl)-1,3,4-thiadiazol-2-yl)-8-(3-(1-methyl-1H-pyrazol-5-yl)cyclopent-1-en-1-yl)-[1,2,4]triazolo[4,3-a]pyridine-6-sulfonamide